6-(2-methylbutanoyl)amino-3-(1-phenyleth-2-yl)amino-1,2,3,4-tetrahydro-9H-carbazole hydrochloride Cl.CC(C(=O)NC=1C=C2C=3CC(CCC3NC2=CC1)NCCC1=CC=CC=C1)CC